COC1=C(C(=CC(=C1)C)C)C1=CC2=C(N=N1)C=CN2 3-(2-methoxy-4,6-dimethyl-phenyl)-5H-pyrrolo[3,2-c]pyridazine